C[Si](C1=C(C=CC=C1)C(=C)C)(OCCCOCC)C dimethylethoxypropoxy(2-isopropenylphenyl)silane